1-benzyl-1-(1-(butylsulfonyl)piperidin-4-yl)-3-(3,4-dichlorophenyl)urea C(C1=CC=CC=C1)N(C(=O)NC1=CC(=C(C=C1)Cl)Cl)C1CCN(CC1)S(=O)(=O)CCCC